methyl 2-[6-(cyclopropanecarbonylamino)-1-(methylamino)-2,7-naphthyridin-4-yl]-1,3-benzoxazole-5-carboxylate C1(CC1)C(=O)NC=1C=C2C(=CN=C(C2=CN1)NC)C=1OC2=C(N1)C=C(C=C2)C(=O)OC